palmitoyl-butylguanidine acetate C(C)(=O)O.C(CCCCCCCCCCCCCCC)(=O)N(C(=N)N)CCCC